3-((S)-3-((R)-8-(1H-pyrrolo[3,2-b]pyridin-6-ylsulfonyl)-1-oxa-8-azaspiro[4.5]decan-3-ylamino)-2-hydroxypropoxy)-N-ethylbenzenesulfonamide N1C=CC2=NC=C(C=C21)S(=O)(=O)N2CCC1(C[C@H](CO1)NC[C@@H](COC=1C=C(C=CC1)S(=O)(=O)NCC)O)CC2